7-[1-[[4-[5-(difluoromethyl)-1,3,4-oxadiazol-2-yl]-2,3-difluorophenyl]methyl]triazol-4-yl]quinazolin-4-amine FC(C1=NN=C(O1)C1=C(C(=C(C=C1)CN1N=NC(=C1)C1=CC=C2C(=NC=NC2=C1)N)F)F)F